N1(CCC1)C(=O)N1[C@H]([C@H](C(C1)(F)F)NS(=O)(=O)C1CC1)CC=1C(=C(C=CC1)C1=CC(=CC(=C1)F)F)F N-{(2S,3R)-1-(azetidine-1-carbonyl)-4,4-difluoro-2-[(2,3',5'-trifluoro[1,1'-biphenyl]-3-yl)methyl]pyrrolidin-3-yl}cyclopropanesulfonamide